Cl[Rh](=C=O)(=C=O)(=C=O)=C=O chloro-tetracarbonyl-rhodium (I)